C(C)C1=C(C=CC=C1)OC ethylanisole